(1S,3R)-3-amino-N-(7-(difluoromethyl)-5-(isopropylamino)-2,6-naphthyridin-3-yl)cyclohexane-1-carboxamide N[C@H]1C[C@H](CCC1)C(=O)NC=1N=CC2=CC(=NC(=C2C1)NC(C)C)C(F)F